7-methyl-1,5,7-triazabicyclo-[4.4.0]-dec-5-en CN1C2=NCCCN2CCC1